3-(4-chlorophenyl)prop-2-enamide ClC1=CC=C(C=C1)C=CC(=O)N